C1(CC1)C1=NC=NC(=C1C=1N=C(C2=C(N1)COC2=O)NCC2=CC=C(C=C2)N2N=C(C=C2C)C(F)(F)F)OC 2-(4-cyclopropyl-6-methoxypyrimidin-5-yl)-4-((4-(5-methyl-3-(trifluoromethyl)-1H-pyrazol-1-yl)benzyl)amino)furo[3,4-d]pyrimidin-5(7H)-one